1-(3-bromo-4-(2,6-dimethyl-4-(methylthio)phenoxy)phenyl)ethane BrC=1C=C(C=CC1OC1=C(C=C(C=C1C)SC)C)CC